C1(CC1)CCN1C(C2=C(C(=C1)C=1C=C(C#N)C=CC1OC)C=CN2)=O 3-[6-(2-cyclopropylethyl)-7-oxo-1H-pyrrolo[2,3-c]pyridin-4-yl]-4-methoxy-benzonitrile